4-(6-(1-imino-1-oxothiomorpholinyl)pyridin-3-yl)-6-(1-methyl-1H-pyrazole-4-yl)pyrazolo[1,5-a]pyridine-3-carbonitrile N=S1(CCN(CC1)C1=CC=C(C=N1)C=1C=2N(C=C(C1)C=1C=NN(C1)C)N=CC2C#N)=O